sodium 3-[(2,3-dihydrothieno[3,4-b]-[1,4]dioxin-2-yl)methoxy]-1-hexyl-1-propanesulfonate O1C=2C(OCC1COCCC(S(=O)(=O)[O-])CCCCCC)=CSC2.[Na+]